ClC1=C(C=CC=C1)[C@@H](C)O (R)-1-(2-chlorophenyl)ethane-1-ol